C(C)OC(COC1=NN(C(=C1Br)C1=CC(=NC=C1)F)C1=C(C=CC=C1)F)=O.ClC=1C=C2C=CC(=NC2=CC1)C(=O)N[C@@H]1CC[C@H](CC1)CNC(=O)C=1OC2=C(C1)C=C(C=C2)Cl trans-6-chloro-N-(4-((5-chlorobenzofuran-2-carboxamido)methyl)cyclohexyl)quinoline-2-carboxamide Ethyl-{[4-bromo-1-(2-fluorophenyl)-5-(2-fluoropyridin-4-yl)-1H-pyrazol-3-yl]oxy}acetate